COC(=O)C=1C2=C(C(=NC1C1=CC=C(C=C1)CNC(C1=C(C=CC=C1)OC)=O)C1CCCC1)C=CN2 4-cyclopentyl-6-(4-((2-methoxybenzoylamino)methyl)phenyl)-1H-pyrrolo[3,2-c]Pyridine-7-carboxylic acid methyl ester